C(C=C)(=O)NC(COC(=O)C1=CC=C(C=C1)/N=N/C1=CC=C(C(=O)O)C=C1)CC1=CC=CC=C1 (E)-4-((4-((2-acrylamido-3-phenylpropoxy)carbonyl)phenyl)diazenyl)benzoic acid